C[C@@H]1N2[C@@H](CC3=C1NC=1C=CC=CC31)C(N(CC2=O)NC(=C)C2=CC=CC=C2)=O (6S,12aS)-6-methyl-2-((E)-(1-phenylethenyl)amino)-2,3,12,12a-tetrahydropyrazino[1',2':1,6]pyrido[3,4-b]indole-1,4(6H,7H)-dione